(E)-ethyl 5-(1-propyl-1H-1,2,3-triazol-4-yl)pent-2-enoate C(CC)N1N=NC(=C1)CC/C=C/C(=O)OCC